2-methoxy-2-methyl-propionic acid COC(C(=O)O)(C)C